COC=O.O(C)C1=C(C=CC=C1)NN (2-methoxyl)phenylhydrazine methyl-formate